C(CCC)N1N=CC(=C1)C=1C=CC(=C(C1)S(=O)(=O)NC=1C=NC=2CCNC(C2C1)=O)OC 5-(1-Butyl-1H-pyrazol-4-yl)-2-methoxy-N-(5-oxo-5,6,7,8-tetrahydro-1,6-naphthyridin-3-yl)benzenesulfonamide